1-methylsulfanyl-4-nitro-benzene CSC1=CC=C(C=C1)[N+](=O)[O-]